N(=[N+]=[N-])C(C(=O)OC)=CC1=C(C=C(C=C1)C1=CC=CC=C1)Cl methyl 2-azido-3-{3-chloro-[1,1'-biphenyl]-4-yl}prop-2-enoate